ClC1=NN(C(C=C1C1=CC(=CC(=C1)F)F)=O)CC(=O)OC methyl 2-(3-chloro-4-(3,5-difluorophenyl)-6-oxopyridazin-1(6H)-yl)acetate